ClC1=CC=C(C=C1)S(=O)(=O)NC=1C(=NN(C1C(=O)OC)C)C1=CCC(CC1)OC methyl 4-((4-chlorophenyl) sulfonamido)-3-(4-methoxycyclohex-1-en-1-yl)-1-methyl-1H-pyrazole-5-carboxylate